4-(8-(3-hydroxy-2,3-dihydro-1H-inden-5-yl)-5-{[(3R)-1-methylpiperidin-3-yl]methoxy}imidazo[1,2-c]pyrimidin-7-yl)benzonitrile OC1CCC2=CC=C(C=C12)C=1C=2N(C(=NC1C1=CC=C(C#N)C=C1)OC[C@H]1CN(CCC1)C)C=CN2